2,2-dibromoneopentyl glycol diacrylate C=CC(=O)OCC(COC(=O)C=C)(CBr)CBr